N-methyl-3-((5-(3-(1-(methylsulfonyl)indolin-6-yl)-3H-imidazo[4,5-b]pyridin-5-yl)pyridin-2-yl)oxy)propan-1-amine CNCCCOC1=NC=C(C=C1)C1=CC=C2C(=N1)N(C=N2)C2=CC=C1CCN(C1=C2)S(=O)(=O)C